Ethyl 4-methoxy-3-((2-(trimethylsilyl)ethoxy)methyl)-3H-thieno[3',2':3,4]benzo[1,2-d]imidazole-7-carboxylate COC1=CC2=C(C3=C1N(C=N3)COCC[Si](C)(C)C)C=C(S2)C(=O)OCC